C(CCC)N(CCCC)C[SiH](C1=CC=C(C=C1)C(=C)C1=CC=CC=C1)COCC 1-[4-(dibutylaminomethylethoxymethylsilyl)phenyl]-1-phenylethylene